[Na+].[Na+].S(=O)(=O)([O-])CCCSSCCCS(=O)(=O)[O-] Bis-(3-Sulfopropyl)disulfide disodium salt